C(C)(C)(C)OC(N[C@H]1CN(CCC1)C1=NC=2N(C(NC(C2N1CC#CC)=O)=O)C)=O (R)-(1-(7-(but-2-yn-1-yl)-3-methyl-2,6-dioxo-2,3,6,7-tetrahydro-1H-purin-8-yl)piperidin-3-yl)carbamic acid tert-butyl ester